2,3,5-hexanetrien-1-ol C(C=C=CC=C)O